N1(CCCC1)C=1C=CC(=NC1)C(=O)N 5-(pyrrolidin-1-yl)pyridine-2-carboxamide